F[P-](F)(F)(F)(F)F.N1(N=NC2=C1C=CC=C2)O[P+](N(C)C)(N(C)C)N(C)C benzotriazol-1-yloxy-tris(dimethylamino)-phosphonium hexafluorophosphate